CO[Si](CCCC1OCC1)(OC)OC trimethoxy-[3-(2-oxetanyl)propyl]silane